7-amino-N-(oxetan-3-yl)-5-((2-(trifluoromethoxy)pyridin-3-yl)amino)pyrazolo[1,5-a]pyrimidine-3-carboxamide NC1=CC(=NC=2N1N=CC2C(=O)NC2COC2)NC=2C(=NC=CC2)OC(F)(F)F